1-(4-iodobenzofuran-7-yl)-3-(4-((4-methylpiperazin-1-yl)methyl)-3-(trifluoromethyl)phenyl)urea IC1=CC=C(C2=C1C=CO2)NC(=O)NC2=CC(=C(C=C2)CN2CCN(CC2)C)C(F)(F)F